5-Ethyl-6-fluoro-4-(8-fluoro-2-(((2R,7aS)-2-fluorotetrahydro-1H-pyrrolizin-7a(5H)-yl)methoxy)-4-(2,3,6,7-tetrahydro-1H-azepin-1-yl)pyrido[4,3-d]pyrimidin-7-yl)naphthalen-2-ol C(C)C1=C2C(=CC(=CC2=CC=C1F)O)C1=C(C=2N=C(N=C(C2C=N1)N1CCC=CCC1)OC[C@]12CCCN2C[C@@H](C1)F)F